ClC1=NC(=C2N=CN(C2=N1)C(C)C)Cl 2,6-dichloro-9-isopropyl-purine